NC=1N=CC(=C2C=CC(=NC12)C=1C=C(C=CC1)C#C[C@]1(C(N(CC1)C)=O)O)CN1CCCC1 (R)-3-[2-[3-[8-Amino-5-(pyrrolidin-1-ylmethyl)-1,7-naphthyridin-2-yl]phenyl]ethynyl]-3-hydroxy-1-methyl-pyrrolidin-2-one